(6aR,8R,9R,10R,10aS)-10-hydroxy-8-(1H-indol-1-yl)-2,2,4,4-tetraisopropyl-hexahydropyrano[3,2-f][1,3,5,2,4]trioxadisilocin-9-yl 2-((tert-butoxycarbonyl)-amino)benzoate C(C)(C)(C)OC(=O)NC1=C(C(=O)O[C@@H]2[C@H]([C@@H]3O[Si](O[Si](OC[C@H]3O[C@H]2N2C=CC3=CC=CC=C23)(C(C)C)C(C)C)(C(C)C)C(C)C)O)C=CC=C1